(E)-6-(4-ethoxyphenyl)-N'-(pyridin-2-ylmethylene)pyrazine-2-carbohydrazide C(C)OC1=CC=C(C=C1)C1=CN=CC(=N1)C(=O)N/N=C/C1=NC=CC=C1